S(=O)(=O)([O-])[O-].[Na+].[Na+] sodium sulphate salt